P(=O)(=O)NCCCNCCCCNCCCN phosphospermine